N-hexylquinoxaline C(CCCCC)N1CC=NC2=CC=CC=C12